N-(2-fluorobenzyl)-N-(4-fluorobenzyl)-4-(3-(pyridin-4-ylmethyl)ureido)benzenesulfonamide FC1=C(CN(S(=O)(=O)C2=CC=C(C=C2)NC(=O)NCC2=CC=NC=C2)CC2=CC=C(C=C2)F)C=CC=C1